2-chloropyrimidin-4,6-d2-5-ol (Z)-methyl-8-(2-(dimethylamino)-3-(octadec-9-en-1-yloxy)propoxy)octanoate CC(C(=O)OC=1C(=NC(=NC1[2H])Cl)[2H])CCCCCCOCC(COCCCCCCCC\C=C/CCCCCCCC)N(C)C